BrCCC1=CNC2=CC=CC(=C12)OC 3-(2-bromoethyl)-4-methoxy-1H-indole